2-(pyridin-3-yl)-6-(2,6-diazaspiro[3.5]nonan-6-yl)-N-(4-(trifluoromethoxy)pyridin-2-yl)pyrimidin-4-amine N1=CC(=CC=C1)C1=NC(=CC(=N1)NC1=NC=CC(=C1)OC(F)(F)F)N1CC2(CNC2)CCC1